C(C1=CC=CC=C1)OC(=O)C(C(=O)O)(CCCCCCCCCCCCCCP(=O)(OCC1=CC=CC=C1)OCC1=CC=CC=C1)CCCCCCCCCCCCCCP(=O)(OCC1=CC=CC=C1)OCC1=CC=CC=C1 2-((benzyloxy)carbonyl)-16-(bis(benzyloxy)phosphoryl)-2-(14-(bis(benzyloxy)phosphoryl)tetradecyl)hexadecanoic acid